OC(CCC1=NC(=NO1)C=1C=CC(=C(C1)NC(=O)C1=CN=C2N1C=CC(=C2)OC)C)(C)C N-(5-(5-(3-hydroxy-3-methylbutyl)-1,2,4-oxadiazol-3-yl)-2-methylphenyl)-7-methoxyimidazo[1,2-a]pyridine-3-carboxamide